NCCCC([SiH](OCC)C)C gamma-aminopropyl-methyl-dimethyl-(ethoxysilane)